2-ethyl-6-(3-(pyrrolidin-1-yl)phenyl)phthalazin-1(2H)-one C(C)N1C(C2=CC=C(C=C2C=N1)C1=CC(=CC=C1)N1CCCC1)=O